2-[1-(3-chlorophenyl)-2-[(4-methylbenzenesulfonyl)oxy]ethoxy]acetonitrile ClC=1C=C(C=CC1)C(COS(=O)(=O)C1=CC=C(C=C1)C)OCC#N